methyl (S)-3-(8-bromo-1,6-naphthyridin-5-yl)-2-((tert-butoxycarbonyl) amino)propanoate BrC=1C=NC(=C2C=CC=NC12)C[C@@H](C(=O)OC)NC(=O)OC(C)(C)C